CN1C(=CC=2C1=NC(=CN2)C=O)C2(CC2)C 5-methyl-6-(1-methylcyclopropyl)pyrrolo[2,3-b]pyrazine-3-carbaldehyde